ClCC(=O)OCCOCCOC(CCl)=O diethylene glycol e-bis(chloroacetate)